C(C1=CC=CC=C1)N1CCC2(CC1)C(C1=CC(=CC=C1C2)OC2CCOCC2)=O 1'-benzyl-6-((tetrahydro-2H-pyran-4-yl)oxy)spiro[indene-2,4'-piperidin]-1(3H)-one